(+/-)-trans-1-(5-(4-((3-fluorophenyl)amino)-6-(5-methoxypyridin-3-yl)pyrimidin-2-yl)-2-methylpiperidin-1-yl)ethan-1-one FC=1C=C(C=CC1)NC1=NC(=NC(=C1)C=1C=NC=C(C1)OC)[C@H]1CC[C@@H](N(C1)C(C)=O)C |r|